N-((S)-(4,4-Difluorocyclohexyl)(6-((R)-1-(4,4,4-trifluoro-3-(trifluoromethyl)butanamido)ethyl)-1H-benzo[d]imidazol-2-yl)methyl)-2,5-difluorobenzamide FC1(CCC(CC1)[C@H](NC(C1=C(C=CC(=C1)F)F)=O)C1=NC2=C(N1)C=C(C=C2)[C@@H](C)NC(CC(C(F)(F)F)C(F)(F)F)=O)F